ClC1=NC=CC(=C1N1C(C2=CC(=C(C=C2C(=C1)C(C)C)C1=NN(C(=N1)C(C)(C)O)C)F)=O)C 2-(2-Chloro-4-methylpyridin-3-yl)-7-fluoro-6-(5-(2-hydroxypropan-2-yl)-1-methyl-1H-1,2,4-triazol-3-yl)-4-isopropylisoquinolin-1(2H)-one